FC=1C2=C(C(=NC1)C1=CN=CN1)CC(C2)CNCCC2CN(C(O2)=O)C2=NC1=C(OCC(N1)=O)N=C2 6-[5-[2-[[4-Fluoro-1-(1H-imidazol-5-yl)-6,7-dihydro-5H-cyclopenta[c]pyridin-6-yl]methylamino]ethyl]-2-oxo-1,3-oxazolidin-3-yl]-4H-pyrazino[2,3-b][1,4]oxazin-3-one